FC([C@@H]1[C@H](C[C@@H](O1)N1C=NC=2C(N)=NC=NC12)O)O 5'-fluorodeoxyadenosine